N-[2-[1-[2-[4-[4-(2,6-dioxo-3-piperidyl)phenyl]piperazin-1-yl]ethyl]-4-piperidinyl]-7-isopropoxy-imidazo[1,2-a]pyridin-6-yl]-6-(trifluoromethyl)pyridine-2-carboxamide O=C1NC(CCC1C1=CC=C(C=C1)N1CCN(CC1)CCN1CCC(CC1)C=1N=C2N(C=C(C(=C2)OC(C)C)NC(=O)C2=NC(=CC=C2)C(F)(F)F)C1)=O